S1SCC(C(C1)OCCC(=O)NO)OCCC(=O)NO.[Li] lithium 3,3'-((1,2-dithian-4,5-diyl)bis(oxy))bis(N-hydroxypropionamide)